2-amino-5-(4-amino-2-hydroxyphenoxy)phenol NC1=C(C=C(C=C1)OC1=C(C=C(C=C1)N)O)O